O[C@@]1([C@@H](CC[C@H](C1)C)C(C)C)C(=O)NCC(=O)OCC1=CC=CC=C1 benzyl 2-[[(1S,2S,5R)-1-hydroxy-2-isopropyl-5-methyl-cyclohexanecarbonyl]amino]acetate